FC(OC=1C=C(CC=2C=C(SC2)C(=O)C=2C=NC=NC2)C=CC1)F 5-({4-[3-(difluoromethoxy)benzyl]-2-thienyl}carbonyl)pyrimidin